(S)-9-((2-(hydroxymethyl)pyrrol-1-yl)methyl)-3-azaspiro[5.5]undecane-3-carboxylic acid tert-butyl ester C(C)(C)(C)OC(=O)N1CCC2(CC1)CCC(CC2)CN2C(=CC=C2)CO